FC1(CCC(CC1)[C@H](NC(=O)C1=CC=NN1CC)C=1N=C2N(N=C(C(=N2)C)C[C@@H]2C(NC[C@@H](C2)C(F)(F)F)=O)C1)F N-((S)-(4,4-difluorocyclohexyl)(3-methyl-2-(((3R,5R)-2-oxo-5-(trifluoromethyl)piperidin-3-yl)methyl)imidazo[1,2-b][1,2,4]triazin-6-yl)methyl)-1-ethyl-1H-pyrazole-5-carboxamide